C1CC12CCN(CC2)C2=C(C=1CCCC1C(=C2)Br)C(=O)NC2=NC(=CN=C2)N2CCC(CC2)(F)F 5-{6-azaspiro[2.5]oct-6-yl}-7-bromo-N-[6-(4,4-difluoropiperidin-1-yl)pyrazin-2-yl]-2,3-dihydro-1H-indene-4-carboxamide